5-chlorobenzyl cyanide ClC=1C=CC=C(CC#N)C1